E-4-bromo-3-(bromomethyl)-6-chloropyridinecarboxylic acid methyl ester COC(=O)C1=NC(=CC(=C1CBr)Br)Cl